ClC=1C=CC2=C([C@@H](C[C@H](O2)C(=O)N[C@@H]2CC[C@H](CC2)C(NCC2=NC=C(C=C2)C(F)(F)F)=O)O)C1 (2S,4R)-6-chloro-4-hydroxy-N-[trans-4-({[5-(trifluoromethyl)pyridin-2-yl]methyl}carbamoyl)cyclohexyl]-3,4-dihydro-2H-1-benzopyran-2-carboxamide